ClCC(=O)NC=1C(=NC(=NC1)Cl)NCC1=CC=C(C=C1)C=1N(C=C(N1)C(F)(F)F)C(F)F 2-Chloro-N-(2-Chloro-4-((4-(1-(difluoromethyl)-4-(trifluoromethyl)-1H-imidazol-2-yl)benzyl)amino)pyrimidin-5-yl)acetamide